FC(N1N=CC(=C1)C1=CC(=C(C=C1)S(=O)(=O)N1CCN(C2=CC=CC(=C12)C)C)C)F 4-{4-[1-(Difluoromethyl)-1H-pyrazol-4-yl]-2-methylbenzenesulfonyl}-1,5-dimethyl-1,2,3,4-tetrahydroquinoxaline